CC(=CC=O)C 3-methylbut-2-en-1-aldehyde